[Ce].[Mn].[Cu].C(C)(C)[Ge](N)(C)CC (isopropyl)ethylmethyl-aminogermanium copper-manganese-cerium